(R)-N-(1-(3-amino-5-(trifluoromethyl)phenyl)ethyl)-2-methyl-6-(piperazin-1-yl)quinolin-4-amine hydrochloride Cl.NC=1C=C(C=C(C1)C(F)(F)F)[C@@H](C)NC1=CC(=NC2=CC=C(C=C12)N1CCNCC1)C